[I-].C(CCCCC)OC=1C=CC=2N(C1)C(=C[N+]2C(C)C)C(C)C 6-(hexyloxy)-1,3-diisopropylimidazo[1,2-a]pyridin-1-ium iodide